(S)-1'-(6-((2-amino-3-chloropyridin-4-yl)thio)-1,2,4-triazin-3-yl)-1,3-dihydrospiro[inden-2,4'-piperidine]-1-amine monobutyrate C(CCC)(=O)O.NC1=NC=CC(=C1Cl)SC1=CN=C(N=N1)N1CCC2(CC1)[C@@H](C1=CC=CC=C1C2)N